CC1CC(C1)(O)C1=CC=C(C=C1)C(F)(F)F (trans)-3-methyl-1-(4-(trifluoromethyl)phenyl)cyclobutan-1-ol